FC=1OC2=C(C1)C=C(C=C2)C(C)=O 1-(2-fluoro-1-benzofuran-5-yl)ethan-1-one